FC(C=1C=C(C(=O)OC(C)CCCC)C=C(C1)C(F)(F)F)(F)F hexan-2-yl 3,5-bis(trifluoromethyl)benzoate